C(N)(=O)C1=C(C(=CC(=C1)Cl)C)NC(=O)C=1N(N=C(C1)CN1N=C(N=N1)C1=CC(=C(C=C1)Cl)C)CC(F)F N-(2-carbamoyl-4-chloro-6-methyl-phenyl)-5-[[5-(4-chloro-3-methyl-phenyl)tetrazol-2-yl]methyl]-2-(2,2-difluoroethyl)pyrazole-3-carboxamide